1-(1-(cis-4-(tert-butyl)cyclohexyl)piperidin-4-yl)-5-fluoro-3-(pyrrolidin-1-ylmethyl)-1H-indole C(C)(C)(C)[C@H]1CC[C@H](CC1)N1CCC(CC1)N1C=C(C2=CC(=CC=C12)F)CN1CCCC1